6-(4-Fluorophenyl)-8-methoxy-N-((6-(2,2,2-trifluoroethoxy)pyridazin-3-yl)methyl)quinazolin-4-amine FC1=CC=C(C=C1)C=1C=C2C(=NC=NC2=C(C1)OC)NCC=1N=NC(=CC1)OCC(F)(F)F